N-(2,6-dichloro-4'-(1,1,1,3,3,3-hexafluoro-2-hydroxypropan-2-yl)-[1,1'-biphenyl]-4-yl)-2-(4-(methylsulfonyl)phenyl)acetamide ClC1=C(C(=CC(=C1)NC(CC1=CC=C(C=C1)S(=O)(=O)C)=O)Cl)C1=CC=C(C=C1)C(C(F)(F)F)(C(F)(F)F)O